5-(4-((3-ethyl-2,4-dioxo-1,2,3,4-tetrahydroquinazolin-7-yl)methyl)piperazin-1-yl)-N,6-bis(methyl-d3)picolinamide C(C)N1C(NC2=CC(=CC=C2C1=O)CN1CCN(CC1)C=1C=CC(=NC1C([2H])([2H])[2H])C(=O)NC([2H])([2H])[2H])=O